trimercapto-propanesulfonic acid SC(CCS(=O)(=O)O)(S)S